diethyl 8-hydroxy-2,2,14,14-tetramethylpentadecanedioate OC(CCCCCC(C(=O)OCC)(C)C)CCCCCC(C(=O)OCC)(C)C